CC=1C=C(C=CC1C)N1C(C(CC1C(=O)N1CCCC1)S(=O)(=O)O)=O 1-(3,4-dimethyl-phenyl)sulfo-5-(pyrrolidine-1-carbonyl)pyrrolidin-2-one